(R)-chroman-4-amine O1CC[C@H](C2=CC=CC=C12)N